NC1=NC(=C(C=C1C=1C=C2CCNC(C2=CC1F)=O)C1=CC=C(C=C1)C=1CCN(CC1)CC)F 6-(2-amino-5-(4-(1-ethyl-1,2,3,6-tetrahydropyridin-4-yl)phenyl)-6-fluoropyridin-3-yl)-7-fluoro-3,4-dihydroisoquinolin-1(2H)-one